BrC=1C(=C(SC1)C(=O)OC)C methyl 4-bromo-3-methylthiophene-2-carboxylate